NC1=NC=NN2C1=C(C=C2C=2C=C(C=NC2)C(=O)NCC[C@H](O)C2=CC=C(C=C2)Cl)C(F)(F)F 5-[4-amino-5-(trifluoromethyl)pyrrolo[2,1-f][1,2,4]triazin-7-yl]-N-[(3S)-3-(4-chlorophenyl)-3-hydroxypropyl]pyridine-3-carboxamide